3-[3-[2-(1-piperidinyl)ethoxy]phenyl]-5-(1H-1,2,4-triazol-5-yl)-1H-indazole dihydrochloride Cl.Cl.N1(CCCCC1)CCOC=1C=C(C=CC1)C1=NNC2=CC=C(C=C12)C1=NC=NN1